5-Chloro-3-(1-(tetrahydro-2H-pyran-2-yl)-1H-pyrazol-4-yl)quinoxalin-6-ol ClC1=C2N=C(C=NC2=CC=C1O)C=1C=NN(C1)C1OCCCC1